phenylcysteine hydrochloride Cl.C1(=CC=CC=C1)N[C@@H](CS)C(=O)O